COC1=C(C(=CC=C1)OC)C1=CN(C2=NC(=CC=C21)NC(=O)C2CC2)COCC[Si](C)(C)C N-[3-(2,6-dimethoxyphenyl)-1-[[2-(trimethylsilyl)ethoxy]methyl]pyrrolo[2,3-b]pyridin-6-yl]cyclopropanecarboxamide